F/C=C(\CNC(OC(C)(C)C)=O)/COC1=CC2=C(N=C(O2)NCC=2C=NC(=CC2)C)C=C1 tert-butyl (E)-(3-fluoro-2-(((2-(((6-methylpyridin-3-yl)methyl)amino)benzo[d]oxazol-6-yl)oxy)methyl)allyl)carbamate